CS(=O)(=O)C1=CC=C(C=C1)N1CC=2N(N=CC2C1)C1=C(C=CC=C1)OCC(F)(F)F 5-[4-(methanesulfonyl)phenyl]-1-[2-(2,2,2-trifluoroethoxy)phenyl]-1,4,5,6-tetrahydropyrrolo[3,4-c]pyrazole